(2S)-2-[(4R)-2-oxo-4-propylpyrrolidin-1-yl]-butanamide O=C1N(C[C@@H](C1)CCC)[C@H](C(=O)N)CC